BrC1=CC=C2C(=CC=NC2=C1C(=O)OC)O Methyl 7-bromo-4-hydroxyquinoline-8-carboxylate